ClC=1C(=NC=CC1[C@@H]1N[C@@H](CC1)C=C)F 3-chloro-2-fluoro-4-((2R,5S)-5-vinylpyrrolidin-2-yl)pyridine